O=C1N(C(CC1)=O)C(C(=O)O)COCCN1C(C=CC1=O)=O.O(C1=CC=CC=C1)CCOC(C=C)=O.C(C(=C)C)(=O)OCCC1=CC=CC=C1 2-phenylethyl methacrylate 2-phenoxyethyl-acrylate 2,5-Dioxopyrrolidin-1-yl-3-(2-(2,5-dioxo-2,5-dihydro-1H-pyrrol-1-yl)ethoxy)propanoate